N1(CCC1)CC1=C(CNC2=C(C(=C(C(=C2)F)S(=O)(=O)N(C2=NC=NC=C2)CC2=C(C=C(C=C2)OC)OC)F)Cl)C=CC=C1 4-((2-(azetidin-1-ylmethyl)benzyl)amino)-3-chloro-N-(2,4-dimethoxybenzyl)-2,6-difluoro-N-(pyrimidin-4-yl)benzenesulfonamide